C(=C/C)/C1CN(C1)C(=O)OC(C)(C)C tert-Butyl (Z)-3-(prop-1-en-1-yl)azetidine-1-carboxylate